P(OC1=C(C=C(C=C1)C(C)(C)C)C(C)(C)C)(OC1=C(C=C(C=C1)C(C)(C)C)C(C)(C)C)OC1=C(C=C(C=C1)C(C)(C)C)C(C)(C)C.[O].[In] Indium Oxygen tris(2,4-di-tert-butyl-phenyl) phosphite